C(C1=CC=CC=C1)OC(=O)N[C@H](C(=O)O)CC(C)C (S)-2-(benzyloxycarbonylamino)-4-methylpentanoic acid